(1-methoxycyclopropyl)methanamine hydrochloride Cl.COC1(CC1)CN